tert-butyl 4-(6-((4-(2-(diethylamino)benzothiazole-6-yl)-5-fluoropyrimidine-2-yl)amino)nicotinoyl)piperazine-1-carboxylate C(C)N(C=1SC2=C(N1)C=CC(=C2)C2=NC(=NC=C2F)NC2=NC=C(C(=O)N1CCN(CC1)C(=O)OC(C)(C)C)C=C2)CC